C(C=C)(=O)[Cu].[W].[Cu] copper tungsten alloyl-copper